2-[[1-(cyclopentylmethyl)piperidin-4-yl]methyl]-6-pyrazol-1-ylpyridazin-3-one C1(CCCC1)CN1CCC(CC1)CN1N=C(C=CC1=O)N1N=CC=C1